CN(C)C=C1CCC=2C(=NOC2C(=O)NC=2SC(=NN2)SC)C1=O 6-((dimethylamino)methylene)-N-(5-(methylsulfanyl)-1,3,4-thiadiazol-2-yl)-7-oxo-4,5,6,7-tetrahydrobenzo[c]isoxazole-3-carboxamide